(E)-6-(4-(methacryloyloxy)-3,5-dimethoxyphenyl)-4-oxohex-5-enoic acid C(C(=C)C)(=O)OC1=C(C=C(C=C1OC)/C=C/C(CCC(=O)O)=O)OC